O=C(C(=O)OCCOCCOC(C(C1=CC=CC=C1)O)=O)C1=CC=CC=C1 Hydroxyphenylacetic acid 2-[2-oxo-2-phenylacetyloxyethoxy]Ethyl ester